2-((R)-4-iso-Propyl-2-oxoimidazolidin-1-yl)-2,3-dihydro-1H-indene-2-carboxylic acid methyl ester COC(=O)C1(CC2=CC=CC=C2C1)N1C(N[C@@H](C1)C(C)C)=O